COC=1C=C(C=CC1OCCOC(C(=C)C)=O)/C=C/C(=O)O (2E)-3-(3-methoxy-4-{2-[(2-methylprop-2-enoyl)oxy]ethoxy}Phenyl)prop-2-enoic acid